C(C)N1C2=NC(=NC(=C2N=C1)N[C@@H]1CN(CC1)C(=O)OC(C)(C)C)NC(CC(F)(F)F)C(C)O tert-Butyl (3S)-3-((9-ethyl-2-((1,1,1-trifluoro-4-hydroxypentan-3-yl)amino)-9H-purin-6-yl)amino)pyrrolidine-1-carboxylate